3-bromo-4-(difluoromethyl)pyridine 1-oxide BrC=1C=[N+](C=CC1C(F)F)[O-]